CC=1N=CC=2N3C(=NC2N1)NC(N3)=O methyl-[1,2,4]triazolo[5,1-f]purin-2-one